N1C(=O)N=C(N)C=C1 Cytosine